O=S1(CCN(CC1)C1=C(C(=NC(=N1)C(C)C)NC1=NNC2=CC(=CC=C12)[C@@H]1C[C@@]12C(NC1=CC=C(C=C21)OC)=O)OC)=O (1R,2S)-2-(3-((6-(1,1-dioxidothiomorpholino)-2-isopropyl-5-methoxypyrimidin-4-yl)amino)-1H-indazol-6-yl)-5'-methoxyspiro[cyclopropane-1,3'-indolin]-2'-one